N-(4-(4-((2-(dimethylamino)ethyl)amino)-3-methyl-1H-pyrazolo[3,4-d]pyrimidin-6-yl)phenyl)-2,5-difluorobenzenesulfonamide CN(CCNC1=C2C(=NC(=N1)C1=CC=C(C=C1)NS(=O)(=O)C1=C(C=CC(=C1)F)F)NN=C2C)C